(3R,7R)-9-(1-(4-cyclopropyl-5-oxo-4,5-dihydropyrazin-2-yl)ethyl)-2-(3,4-dichlorobenzoyl)-3,7-dimethyl-1,2,3,4,8,9-hexahydropyrido[4',3':3,4]pyrazolo[1,5-a]pyrazin-10(7H)-one C1(CC1)N1C=C(N=CC1=O)C(C)N1C(C=2N([C@@H](C1)C)N=C1C2CN([C@@H](C1)C)C(C1=CC(=C(C=C1)Cl)Cl)=O)=O